BrC1=CC=CC2=C1[Te]C1=C2C=CC=C1 4-bromodibenzo[b,d]tellurophene